(2S,3R)-3-(2-oxabicyclo[2.2.2]octan-4-ylmethoxy)-2-amino-1-((S)-3-(methoxymethyl)piperidin-1-yl)butan-1-one C12OCC(CC1)(CC2)CO[C@@H]([C@@H](C(=O)N2C[C@H](CCC2)COC)N)C